BrC1=CC(=CC=2C(=C(OC21)C(C)C)CO)Cl (7-bromo-5-chloro-2-isopropylbenzofuran-3-yl)methanol